CC=1C(N=C2C=CC=CC12)=O methylindolone